3-tetraphenyl-1,3-divinyldisiloxane C1(=CC=CC2=CC=C3C=C4C=CC=CC4=CC3=C12)[SiH](O[SiH2]C=C)C=C